N-(5-aminopentyl)-iminodiacetic acid NCCCCCN(CC(=O)O)CC(=O)O